C(CCCCCCCCCCC)(=O)O.N(CCO)CCO diethanolamine laurate